BrC=1N=C(C(N(C1)C)=O)NC=1C=NC(=CC1)N1CCNCC1 5-Bromo-1-methyl-3-(6-(piperazin-1-yl)pyridin-3-ylamino)-pyrazin-2(1H)-one